COC(CCC1=CC(=C(C(=C1)CSCCCCCCCCCCCC)O)CC1=C(C=CC(=C1)C(C)(C)C)O)=O 3-(3-(5-(tert-butyl)-2-hydroxybenzyl)-5-((dodecylthio)methyl)-4-hydroxyphenyl)propionic acid methyl ester